N-[4-[[(2R)-4-(dimethylamino)-1-phenylthiobutan-2-yl]amino]-3-nitrophenyl]sulfonylbenzamide CN(CC[C@H](CSC1=CC=CC=C1)NC1=C(C=C(C=C1)S(=O)(=O)NC(C1=CC=CC=C1)=O)[N+](=O)[O-])C